6-cyclohexyl-N-(o-tolyl)dibenzo[b,d]furan-4-amine C1(CCCCC1)C1=CC=CC=2C3=C(OC21)C(=CC=C3)NC3=C(C=CC=C3)C